2-N,1-dimethyl-1H-pyrazol-4-amine hydrochloride Cl.CN1N(C=C(C1)N)C